CC1=C(C(=CC(=C1)C)C)C1(C=C2C(CCCC2)P(C2CCCCC2)C2CCCCC2)C(C(=CC=C1)C1=C(C=C(C=C1C)C)C)=C1NC(C(N1)CCCCCC)CCCCCC 1,3-bis(2,4,6-trimethylphenyl)-2-(4,5-dihexylimidazolidinylidene)(benzylidene)(tricyclohexylphosphine)